CC1=CC=C(C=C1)S(=O)(=O)[O-].C1(=CC=CC=C1)C=1C=C(SC1)[S+](C1=CC=CC=C1)C1=CC=CC=C1 4-phenylthienyl-diphenyl-sulfonium p-toluenesulfonate